tert-Butyl 3-((4-(2-azidopropan-2-yl)-6-chloro-2,7-naphthyridin-1-yl)oxy)azetidine-1-carboxylate Sodium hydride [H-].[Na+].N(=[N+]=[N-])C(C)(C)C1=CN=C(C2=CN=C(C=C12)Cl)OC1CN(C1)C(=O)OC(C)(C)C